2-hydroxy-3-(9-oxo-9H-thioxanthen-2-yloxy)-N,N,N-trimethyl-1-propaneaminium chloride [Cl-].OC(C[N+](C)(C)C)COC1=CC=2C(C3=CC=CC=C3SC2C=C1)=O